3-amino-1,3-dihydrospiro[indene-2,4'-piperidine] NC1C2=CC=CC=C2CC12CCNCC2